C(C1=CC=CC=C1)C1=C(SC2=C1CN([C@H](C=1N2C(=NN1)C)C)C(CC)=O)C (S)-1-(3-benzyl-2,6,9-trimethyl-4H-thieno[3,2-f][1,2,4]triazolo[4,3-a][1,4]diazepin-5(6H)-yl)propan-1-one